(3R,4R)-4-((3-(2-hydroxy-6-methyl-4-(trifluoromethyl)phenyl)-5,6-dihydro-7H-pyrrolo[2,3-c]pyridazin-7-yl)methyl)tetrahydrofuran-3-ol OC1=C(C(=CC(=C1)C(F)(F)F)C)C1=CC2=C(N=N1)N(CC2)C[C@H]2[C@H](COC2)O